1,2,3,4-tetrahydropyrrolo[1,2-a]pyrazine C1C=2N(CCN1)C=CC2